5-(7,8-dimethyl-[1,2,4]triazolo[1,5-a]pyridin-6-yl)-6-isopropyl-4H-pyrrolo[3,2-d]thiazole-2-carboxamide CC1=C(C=2N(C=C1C1=C(C=3N=C(SC3N1)C(=O)N)C(C)C)N=CN2)C